C1(CC1)CN1C(=CC=2C1=NC(=CC2)N2CC(C2)S(=O)(=O)C)C2=NC1=C(N2C)C(=CC(=C1)C(=O)N1C2CCC(C1)[C@H]2N)OC (7R)-2-{2-[1-(cyclopropylmethyl)-6-(3-methanesulfonylazetidin-1-yl)-1H-pyrrolo[2,3-b]pyridin-2-yl]-7-methoxy-1-methyl-1H-1,3-benzodiazole-5-carbonyl}-2-azabicyclo[2.2.1]heptan-7-amine